NC1C[C@@H](C[C@@H]2CN(C[C@H]12)C1=NN2C(S1)=NC=C2C=2C(=NC(=CC2)C(C)C)OC)O (3as,5r,7ar)-7-amino-2-(5-(6-isopropyl-2-methoxypyridin-3-yl)imidazo[2,1-b][1,3,4]thiadiazol-2-yl)octahydro-1H-isoindol-5-ol